(1S,3R,4S)-N-[(1R)-1-cyano-2-[(3R)-2-oxo-3-piperidyl]ethyl]-2-[(2S)-3,3-dimethyl-2-[(2,2,2-trifluoroacetyl)amino]butanoyl]-5,5-difluoro-2-azabicyclo[2.2.2]octane-3-carboxamide C(#N)[C@@H](C[C@@H]1C(NCCC1)=O)NC(=O)[C@@H]1N([C@@H]2CC([C@H]1CC2)(F)F)C([C@H](C(C)(C)C)NC(C(F)(F)F)=O)=O